ClC=1C=CC(=C2C=C(NC12)C(=O)N1[C@H]2CC([C@@H]([C@@H]1C(=O)N[C@H](C[C@H]1C(NCCC1)=O)C#N)CC2)(F)F)F (1R,3R,4R)-2-(7-chloro-4-fluoro-1H-indole-2-carbonyl)-N-[(1R)-1-cyano-2-[(3S)-2-oxo-3-piperidyl]ethyl]-5,5-difluoro-2-azabicyclo[2.2.2]octane-3-carboxamide